ClC=1C=C(C=CC1)CC(C)NCC(COC1=CC=C(C=C1)N(S(=O)(=O)C)C)O N-(4-(3-((1-(3-chlorophenyl)propan-2-yl)amino)-2-hydroxypropoxy)phenyl)-N-methylmethanesulfonamide